(2R,4R)-6-chloro-N-(3-{4-[(3S)-3-fluoropyrrolidine-1-carbonyl]-1H-pyrazol-1-yl}bicyclo[1.1.1]pentan-1-yl)-4-hydroxy-3,4-dihydro-2H-1-benzopyran-2-carboxamide ClC=1C=CC2=C([C@@H](C[C@@H](O2)C(=O)NC23CC(C2)(C3)N3N=CC(=C3)C(=O)N3C[C@H](CC3)F)O)C1